4-(Dimethylamino)-N-[6-[4-(2-pyridyl)piperazin-1-yl]-3-pyridyl]benzamid CN(C1=CC=C(C(=O)NC=2C=NC(=CC2)N2CCN(CC2)C2=NC=CC=C2)C=C1)C